5-amino-N-(cyclobutylmethyl)-N-(6-(trifluoromethyl)-2,3-dihydrobenzofuran-3-yl)benzo[c][2,6]naphthyridin-9-carboxamide NC1=NC2=C(C3=CN=CC=C13)C=C(C=C2)C(=O)N(C2COC1=C2C=CC(=C1)C(F)(F)F)CC1CCC1